FC1=CC=C(CNC)C=C1 p-fluoro-N-benzyl-methylamine